FC1=C(CC=2C=C3C(=NNC3=CC2)C#CC2=NC=CC=C2)C=C(C=C1)F 5-(2,5-difluorobenzyl)-3-(pyridin-2-ylethynyl)-1H-indazole